C(C1=CC=CC=C1)OC1=CC=C2CC(OCC2=C1OC)=O 7-(benzyloxy)-8-methoxyisochroman-3-one